3-((3-benzoyl-2-methyl-2,3-dihydrobenzo[b]thiophen-2-yl)methyl)-6-bromo-4H-chromen-4-one C(C1=CC=CC=C1)(=O)C1C2=C(SC1(C)CC1=COC3=CC=C(C=C3C1=O)Br)C=CC=C2